FC(C(=O)O)(F)F.NC1=NC=CC2=C1N=C(N=C2)C=2C=C(C=CC2OC)C#C[C@]2(C(N(CC2)C)=O)O (R)-3-((3-(8-aminopyrido[3,4-d]pyrimidin-2-yl)-4-methoxyphenyl)ethynyl)-3-hydroxy-1-methylpyrrolidin-2-one trifluoroacetate